FC1=CC(=C(C=C1)NC1=C(CNC=2C(=NC(=CC2)OC)C)C=C(C=C1)C(F)(F)F)C N-(2-((4-fluoro-2-meth-ylphenyl)-amino)-5-(trifluorometh-yl)benzyl)-6-methoxy-2-methylpyridin-3-amine